5,6-dimethoxy-2-indenone COC1=CC2=CC(C=C2C=C1OC)=O